2-(3-{1-[6-(2,5-dioxopyrrolidin-1-yloxy)-6-oxohexyl]-3,3-dimethyl-5-sulfo-1,3-dihydro-2H-indol-2-ylidene}prop-1-en-1-yl)-3,3-dimethyl-3H-indolium-5-sulfonate O=C1N(C(CC1)=O)OC(CCCCCN1C(C(C2=CC(=CC=C12)S(=O)(=O)O)(C)C)=CC=CC1=[NH+]C2=CC=C(C=C2C1(C)C)S(=O)(=O)[O-])=O